NC1=C(N=CC2=C(C(=CC=C12)F)C1=NNC=C1F)C(=O)NCCC 4-amino-7-fluoro-8-(4-fluoro-1H-pyrazol-3-yl)-N-propylisoquinoline-3-carboxamide